3-(bis(4-methoxyphenyl)methyl)-7-bromoquinazolin COC1=CC=C(C=C1)C(N1CN=C2C=C(C=CC2=C1)Br)C1=CC=C(C=C1)OC